FC(C1=C2CCN(C(C2=CC(=C1)CN1C(=NC=C1)NC)=O)[C@@H](C)C1=NC=C(C(=C1)OC)F)F (S)-5-(difluoromethyl)-2-(1-(5-fluoro-4-methoxypyridin-2-yl)ethyl)-7-((2-(methylamino)-1H-imidazol-1-yl)methyl)-3,4-dihydroisoquinolin-1(2H)-one